N-(1-deoxy-D-fructose-1-yl)-L-pyroglutamic acid C(C(=O)[C@@H](O)[C@H](O)[C@H](O)CO)N1[C@@H](CCC1=O)C(=O)O